CN(C(OC(C)(C)C)=O)C1(CCC2=C(C=CS2)C1)C tert-butyl N-methyl-N-(5-methyl-6,7-dihydro-4H-benzothiophen-5-yl)carbamate